ClC=1C=C(SC1)C=1N=C(SC1N1CCNCC1)N 4-(4-chlorothiophene-2-yl)-5-(piperazin-1-yl)thiazol-2-amine